1-adamantanesulfonate C12(CC3CC(CC(C1)C3)C2)S(=O)(=O)[O-]